4-(((R)-1-(3-(difluoromethyl)-2-fluorophenyl)ethyl)amino)-6-(1-isopropyl-1,2,3,6-tetrahydropyridin-4-yl)-2,7-dimethyl-4a,8a-dihydropyrido[3,4-d]pyrimidin-8(7H)-one FC(C=1C(=C(C=CC1)[C@@H](C)NC=1C2C(N=C(N1)C)C(N(C(=C2)C=2CCN(CC2)C(C)C)C)=O)F)F